1,4-di(t-butylperoxycarbonyl)cyclohexane tert-butyl-4-(6-((2,6-dioxo-3-piperidyl)amino)-3-pyridyl)piperazine-1-carboxylate C(C)(C)(C)OC(=O)N1CCN(CC1)C=1C=NC(=CC1)NC1C(NC(CC1)=O)=O.C(C)(C)(C)OOC(=O)C1CCC(CC1)C(=O)OOC(C)(C)C